tert-Butyl (1S,4S)-5-(4-((5-chloro-4-(difluoromethoxy)-2-fluorophenyl)amino)pyrido[3,2-d]pyrimidin-6-yl)-2,5-diazabicyclo[2.2.1]heptane-2-carboxylate ClC=1C(=CC(=C(C1)NC=1C2=C(N=CN1)C=CC(=N2)N2[C@@H]1CN([C@H](C2)C1)C(=O)OC(C)(C)C)F)OC(F)F